C(C)(C)(C)OCC[O-] 2-tert-butoxyethanolate